tert-butyl (1-(6-amino-5-bromopyrazin-2-yl)-4-methylpiperidin-4-yl)carbamate NC1=C(N=CC(=N1)N1CCC(CC1)(C)NC(OC(C)(C)C)=O)Br